C(C)OCCOCOCOCCOCC ethoxyethoxymethyl ether